BrC1=C2C=NN(C2=CC=C1C)C1OCCCC1 4-Bromo-5-methyl-1-(tetrahydro-2H-pyran-2-yl)-1H-indazole